1-(tert-Butyl) 2-methyl (4S)-2-(2-(chloromethyl)allyl)-4-fluoropyrrolidine-1,2-dicarboxylate ClCC(CC1(N(C[C@H](C1)F)C(=O)OC(C)(C)C)C(=O)OC)=C